Methyl 1-(2-((tert-butoxycarbonyl)amino)ethyl)isochromane-8-carboxylate C(C)(C)(C)OC(=O)NCCC1OCCC2=CC=CC(=C12)C(=O)OC